FC1=C(C=CC(=C1)F)C1=CC(=CC=C1)[C@H](CC(=O)[O-])NC(=O)NC=1C(NC(=CC1[O-])C)=O.[Na+].[Na+] sodium (S)-3-(2',4'-difluorobiphenyl-3-yl)-3-(3-(6-methyl-4-oxido-2-oxo-1,2-dihydropyridin-3-yl) ureido)propanoate